3-benzyl-5-(2-hydroxyethyl)-4-methylthiazolium chloride [Cl-].C(C1=CC=CC=C1)[N+]1=CSC(=C1C)CCO